[Cl-].[Cl-].C[SiH](C)[Zr+2](C1=C2C=C(CC2=CC=C1)C)C1=C2C=C(CC2=CC=C1)C dimethylsilyl-bis(2-methyl-4-indenyl)zirconium dichloride